6-(4-Ethyl-4-methoxypiperidin-1-yl)quinoline-4-carboxylic acid tert-butyl ester C(C)(C)(C)OC(=O)C1=CC=NC2=CC=C(C=C12)N1CCC(CC1)(OC)CC